2-bromo-7-chlorodibenzo[b,D]thiophene BrC1=CC2=C(SC3=C2C=CC(=C3)Cl)C=C1